5,5-dimethyl-2-(4-nitrophenyl)morpholine CC1(COC(CN1)C1=CC=C(C=C1)[N+](=O)[O-])C